Oxiran-2-ylmethyl 2-(((5Z,8Z,11Z,14Z,17Z)-icosa-5,8,11,14,17-pentaen-1-yl)oxy)butanoate C(CCC\C=C/C\C=C/C\C=C/C\C=C/C\C=C/CC)OC(C(=O)OCC1OC1)CC